CN1N=C(C=2C=NC=CC21)C 1,3-dimethyl-pyrazolo[4,3-c]pyridine